O=C1NC(CCC1N1C(N(C2=C1C=CC=C2N2CC1(C2)CCN(CC1)C(=O)OC(C)(C)C)C)=O)=O tert-butyl 2-[1-(2,6-dioxo-3-piperidinyl)-3-methyl-2-oxo-benzoimidazol-4-yl]-2,7-diazaspiro[3.5]nonane-7-carboxylate